(2R)-3-[[4-(4-chloro-2-fluoro-6-hydroxy-phenyl)phthalazin-1-yl]amino]propane-1,2-diol ClC1=CC(=C(C(=C1)O)C1=NN=C(C2=CC=CC=C12)NC[C@H](CO)O)F